C(#N)CCC(C)(C)N(P(O[C@@H]1[C@H](O[C@H]([C@@H]1F)N1C2=NC=NC(=C2N=C1)NC(CCC=C)=O)COC(C1=CC=CC=C1)(C1=CC=C(C=C1)OC)C1=CC=C(C=C1)OC)[O-])C(C)C (2R,3R,4R,5R)-2-((bis(4-methoxyphenyl)(phenyl)methoxy)methyl)-4-fluoro-5-(6-(pent-4-enamido)-9H-purin-9-yl)tetrahydrofuran-3-yl (2-cyanoethyl)diisopropylphosphoramidite